2-({[5-(4-Methoxyphenyl)-1,3-oxazol-2-yl]methyl}sulfanyl)-6-methylpyrimidin-4-amin COC1=CC=C(C=C1)C1=CN=C(O1)CSC1=NC(=CC(=N1)N)C